4-{4-[4-(2-hydroxypropan-2-yl)phenoxymethyl]pyridin-2-yl}-2-methylbenzamide OC(C)(C)C1=CC=C(OCC2=CC(=NC=C2)C2=CC(=C(C(=O)N)C=C2)C)C=C1